NC=1SC(=CN1)C(=O)NC1=C(C=C(C(=C1)C(NC1=NC=C(C=C1)CN1CCN(CC1)C)=O)F)C 2-Amino-N-[4-fluoro-2-methyl-5-[[5-[(4-methylpiperazin-1-yl)methyl]pyridin-2-yl]carbamoyl]phenyl]-1,3-thiazole-5-carboxamide